5-(difluoromethyl)-1'-[2-({7-oxo-8-[3-(hydroxymethyl)cyclobutyl]-5,6,7,8-tetrahydro-1,8-naphthyridin-3-yl}oxy)ethyl]-1,2-dihydrospiro[indole-3,4'-piperidin]-2-one FC(C=1C=C2C(=CC1)NC(C21CCN(CC1)CCOC=1C=NC=2N(C(CCC2C1)=O)C1CC(C1)CO)=O)F